C(C)OC=1C(=C(C=CC1)C=1N(C(=CC1C(=O)O)C1=C2C(=NC=C1)NC=C2)COCC[Si](C)(C)C)F 2-(3-ethoxy-2-fluorophenyl)-5-(1H-pyrrolo[2,3-b]pyridin-4-yl)-1-{[2-(trimethylsilyl)ethoxy]methyl}-1H-pyrrole-3-carboxylic acid